(3,6-dihydro-2H-pyran-4-yl)methanol Methyl-3,6-dihydro-2H-pyran-4-carboxylate CC1OCC=C(C1)C(=O)OCC=1CCOCC1